2,6-dichloro-3-fluoro-pyridine-4-carboxylic Acid ClC1=NC(=CC(=C1F)C(=O)O)Cl